tert-butyl 4-(4-amino-1H-pyrazol-1-yl)azepane-1-carboxylate NC=1C=NN(C1)C1CCN(CCC1)C(=O)OC(C)(C)C